FC1(CC(C1)NC(=O)NCC1=CC(=NC=C1)OC(F)F)F 1-(3,3-difluorocyclobutyl)-3-[[2-(difluoro-methoxy)pyridin-4-yl]methyl]urea